COC(=O)C1=CN(C=C(C1C1=CC=CC=C1)C(=O)O)CC1=CC=C(C=C1)O 1-p-hydroxybenzyl-4-phenyl-1,4-dihydropyridine-3,5-dicarboxylic acid methyl ester